FC(C(=O)NC=1C(=C(C(=C(C1)NC(C1=CC=CC=C1)=O)F)F)F)F N-(5-(2,2-difluoroacetamido)-2,3,4-trifluorophenyl)benzamide